(3,4-dimethoxybenzylidene)-2-(naphthalen-1-yl)acetohydrazide COC=1C=C(C=C(C(=O)NN)C2=CC=CC3=CC=CC=C23)C=CC1OC